trans-5-[4-[[4-(3-hydroxyoxetan-3-yl)phenyl]methyl]cyclohexyl]-[(3S)-3-(6-methylpyridin-3-yl)-1,2-oxazolidin-2-yl]methanone OC1(COC1)C1=CC=C(C=C1)CC1CCC(CC1)[C@@H]1C[C@H](N(O1)C=O)C=1C=NC(=CC1)C